CC1=C(C(=NC=C1)C1=CC=C(C2=CC=CC=C12)C[C@@H](C(=O)OC)NC(C1=CC=CC=C1)(C1=CC=CC=C1)C1=CC=CC=C1)C(F)(F)F methyl (S)-3-(4-(4-methyl-3-(trifluoromethyl)pyridin-2-yl)naphthalen-1-yl)-2-(tritylamino)propanoate